4-[3-[2-cyano-5-[(1,3,3-trimethyl-4-piperidyl)amino]-1,3-benzothiazol-4-yl]prop-2-ynylamino]-3-methoxybenzenesulfonamide C(#N)C=1SC2=C(N1)C(=C(C=C2)NC2C(CN(CC2)C)(C)C)C#CCNC2=C(C=C(C=C2)S(=O)(=O)N)OC